(1S,3ar,6as)-2-(4-(difluoromethoxy)-1H-indole-2-carbonyl)-N-((S)-1-oxo-3-((S)-2-oxopyrrolidin-3-yl)propane-2-yl)octahydrocyclopenta[c]pyrrole-1-carboxamide FC(OC1=C2C=C(NC2=CC=C1)C(=O)N1[C@@H]([C@@H]2[C@H](C1)CCC2)C(=O)N[C@H](C=O)C[C@H]2C(NCC2)=O)F